difluoromethyl-5-(4,6-dimorpholino-pyrimidin-2-yl)pyridin-2-amine FC(F)C=1C(=NC=C(C1)C1=NC(=CC(=N1)N1CCOCC1)N1CCOCC1)N